2-(((4'-(6-chloro-2-(((3R,3aR,6R,6aR)-6-hydroxyhexahydrofuro[3,2-b]furan-3-yl)oxy)-1H-benzo[d]imidazol-5-yl)-[1,1'-biphenyl]-4-yl)methyl)amino)-2-(hydroxymethyl)propane-1,3-diol ClC=1C(=CC2=C(NC(=N2)O[C@H]2[C@@H]3[C@H](OC2)[C@@H](CO3)O)C1)C1=CC=C(C=C1)C1=CC=C(C=C1)CNC(CO)(CO)CO